C(=O)O.ClC1=CC=C(C=N1)NC1=NC=CC2=CC(=CC=C12)OCC1(CC1)C(F)(F)F N-(6-chloropyridin-3-yl)-6-((1-(trifluoromethyl)cyclopropyl)meth-oxy)isoquinolin-1-amine formate